(Z)-3-((3-bromopyridin-2-yl)methyl)-2-(2-fluoro-3-(1-(4-methoxybenzyl)-1H-1,2,3-triazol-5-yl)allyl)isoindolin-1-one BrC=1C(=NC=CC1)CC1N(C(C2=CC=CC=C12)=O)C/C(=C/C1=CN=NN1CC1=CC=C(C=C1)OC)/F